C(C1=CC=CC=C1)NC1=NC(NC=C1)=O Benzylcytosin